FC1C(C1)C(=O)NC=1N=C2N(C=C(C=C2)C2=C(C=CC(=C2)C2=CNC=C2)C)C1 2-fluoro-N-(6-(2-methyl-5-(1H-pyrrol-3-yl)phenyl)imidazo[1,2-a]pyridin-2-yl)cyclopropane-1-carboxamide